C(C)(C)(C)OC(=O)N1CCC2=C(CC(C(=C12)C=C)(C(=O)O)C)Br 6-methyl-4-bromo-7-vinylindoline-1,6-dicarboxylic acid 1-(tert-butyl) ester